N-(2-(1H-indol-3-yl)ethyl)-2-fluoro-6-((3,4,5-trimethoxyphenyl)amino)benzamide N1C=C(C2=CC=CC=C12)CCNC(C1=C(C=CC=C1NC1=CC(=C(C(=C1)OC)OC)OC)F)=O